zinc indolecarboxylic acid salt N1C(=CC2=CC=CC=C12)C(=O)[O-].[Zn+2].N1C(=CC2=CC=CC=C12)C(=O)[O-]